2-oxo-1,2-dihydro-quinolin O=C1NC2=CC=CC=C2C=C1